N[C@@H](C(C)C)C1=NC2=CC=CC(=C2C(N1C1=CC=CC=C1)=O)Cl (S)-2-(1-amino-2-methylpropyl)-5-chloro-3-phenylquinazolin-4(3H)-one